NC1=NC2=CC=C(C=C2C=C1C)C(=O)N([C@H](C)C1=NC=CC=C1F)CC1=NC=C(C=C1)C#N (R)-2-amino-N-((5-cyanopyridin-2-yl)methyl)-N-(1-(3-fluoropyridin-2-yl)ethyl)-3-methylquinoline-6-carboxamide